1-Butyl-3-Methylimidazole Acetate C(C)(=O)O.C(CCC)N1CN(C=C1)C